ClC=1C=C(C2=C(N1)N(N=C2C)C2COC2)C(=O)OC methyl 6-chloro-3-methyl-1-(oxetan-3-yl)-1H-pyrazolo[3,4-b]pyridine-4-carboxylate